C(=O)C1=CC=C(OP2(=NP(=NP(=N2)(OC2=CC=C(C=C2)C=O)OC2=CC=C(C=C2)C=O)(OC2=CC=C(C=C2)C=O)OC2=CC=C(C=C2)C=O)OC2=CC=C(C=C2)C=O)C=C1 Hexa(4-formyl-phenoxy)cyclotriphosphazene